N,N'-(ethane-1,2-diyl)bis(2-(7-(3,5-dimethylisoxazol-4-yl)-8-methoxy-2-oxo-1-((R)-1-(pyridin-2-yl)ethyl)-1,2-dihydro-3H-imidazo[4,5-c]quinolin-3-yl)acetamide) C(CNC(CN1C(N(C2=C1C=NC=1C=C(C(=CC21)OC)C=2C(=NOC2C)C)[C@H](C)C2=NC=CC=C2)=O)=O)NC(CN2C(N(C1=C2C=NC=2C=C(C(=CC12)OC)C=1C(=NOC1C)C)[C@H](C)C1=NC=CC=C1)=O)=O